ClC=1C=C(COC2=C3N=CNC3=NC=N2)C=CC1 6-((3-Chlorobenzyl)oxy)-9H-purin